2-(4-bromophenyl)-4-(dibenzo[b,d]furan-4-yl)-6-phenyl-1,3,5-triazine BrC1=CC=C(C=C1)C1=NC(=NC(=N1)C1=CC=CC2=C1OC1=C2C=CC=C1)C1=CC=CC=C1